3-(4-(trifluoromethyl)styryl)pyrrolidine-1-carboxylic acid tert-butyl ester C(C)(C)(C)OC(=O)N1CC(CC1)C=CC1=CC=C(C=C1)C(F)(F)F